L-6-[18F]fluoro-3,4-dihydroxyphenylalanine [18F]C1=CC(=C(C=C1C[C@H](N)C(=O)O)O)O